5-Mercapto-1-ethyltetrazole SC1=NN=NN1CC